FC(C(=O)O)(F)F.N1=CC(=CC=C1NC(=O)C=1OC=C(C1)C=1CCNCC1)C=1CCNCC1 4-(1,2,3,6-tetrahydro-pyridin-4-yl)-furan-2-carboxylic acid (1',2',3',6'-tetrahydro-[3,4']bipyridinyl-6-yl)-amide trifluoroacetate